CC(CC)=CC(C)C 3,5-dimethyl-3-hexene